C[C@@H]1CC(N(CC1)C(=O)OC(C)(C)C)=O |r| tert-Butyl rac-(4S)-4-methyl-2-oxo-piperidine-1-carboxylate